N.[Cl] chlorine (ammonia)